ClC1=C(C=C(OCC(=O)N[C@H]2CO[C@@H](OC2)C(=O)O)C=C1)F Trans-5-[2-(4-chloro-3-fluorophenoxy)acetamido]-1,3-dioxane-2-carboxylic acid